NC=1C=2N(C=CN1)C(=NC2C2=C(C=C(C=C2)C(C)(C2=CC(=CC=C2)C(F)(F)F)O)OCC)[C@H]2CN1C(CC[C@@H]1CC2)=O (6R,8aS)-6-[8-Amino-1-(2-ethoxy-4-{1-hydroxy-1-[3-(trifluoromethyl)phenyl]ethyl}phenyl)imidazo-[1,5-a]pyrazin-3-yl]hexahydroindolizin-3(2H)-on